NC=1C=C(C=C(C1)C(F)(F)F)[C@@H](C)NC1=NC(=NC2=CC3=C(C=C12)C(CO3)OC3(CCC3)C)C N-((R)-1-(3-amino-5-(trifluoromethyl)phenyl)ethyl)-2-methyl-6-(1-methylcyclobutoxy)-6,7-dihydrofuro[3,2-g]quinazolin-4-amine